(S)-1-(2-((3-(4-phenoxyphenyl)-1H-pyrazolo[3,4-d]pyrimidin-1-yl)methyl)azetidin-1-yl)prop-2-en-1-one O(C1=CC=CC=C1)C1=CC=C(C=C1)C1=NN(C2=NC=NC=C21)C[C@H]2N(CC2)C(C=C)=O